ClC=1C=CC2=C(C(=NCC(N2C)=O)C2=CC=CC=C2)C1 7-chloro-1,3-dihydro-1-methyl-5-phenyl-2H-1,4-benzodiazepin-2-one